2-amino-7-fluoro-4-((S)-5-fluoro-3-(((R)-2-methylidenetetrahydro-1H-pyrrolizin-7a(5H)-yl)methoxy)-7,9-dihydrofuro[3,4-f]quinazolin-6-yl)benzo[b]thiophene-3-carbonitrile NC1=C(C2=C(S1)C(=CC=C2C=2C1=C(C=3C=NC(=NC3C2F)OC[C@@]23CCCN3CC(C2)=C)COC1)F)C#N